(trans-3-(3-cyclopropyl-4-(7-fluoro-1-methyl-1H-pyrrolo[3,2-c]pyridin-4-yl)-1H-pyrazol-1-yl)cyclobutyl)methanamine C1(CC1)C1=NN(C=C1C1=NC=C(C2=C1C=CN2C)F)[C@@H]2C[C@H](C2)CN